trans-methyl N-(4-chlorophenyl)-4-(pyridin-2-yloxy)cyclohexane-1-carbimidothioate ClC1=CC=C(C=C1)N=C(SC)[C@@H]1CC[C@H](CC1)OC1=NC=CC=C1